8-aminoanthraquinone NC=1C=CC=C2C(C=3C=CC=CC3C(C12)=O)=O